FC(C1=NN=C(O1)C1=CC(=NC=C1)N)(F)F 4-(5-(trifluoromethyl)-1,3,4-oxadiazol-2-yl)pyridin-2-amine